allyl (6aS)-3-(benzyloxy)-6-hydroxy-2-methoxy-8-(4-methoxyphenyl)-12-oxo-6,6a,9,10-tetrahydrobenzo[e]pyrido[1,2-a][1,4]diazepine-5(12H)-carboxylate C(C1=CC=CC=C1)OC=1C(=CC2=C(N(C([C@H]3N(C2=O)CCC(=C3)C3=CC=C(C=C3)OC)O)C(=O)OCC=C)C1)OC